ClC1=CC2=C(N(C(C(N2C)=O)=O)C2CCN(CC2)C2=NC=C(C=N2)C(=O)NCCN(C)C)N=C1 2-(4-(7-chloro-1-methyl-2,3-dioxo-2,3-dihydropyrido[2,3-b]pyrazin-4(1H)-yl)piperidine-1-yl)-N-(2-(dimethylamino)ethyl)pyrimidine-5-carboxamide